5-oxotetrahydro-1H-pyrrolizine-7a(5H)-carboxylate O=C1N2CCCC2(CC1)C(=O)[O-]